6-(4-(2H-1,2,4-Triazol-3-yl)phenyl)-1-(2-(tetrahydro-2H-pyran-4-yl)ethyl)-1H-imidazo[4,5-b]pyrazine-2(3H)-one N=1NC(=NC1)C1=CC=C(C=C1)C1=CN=C2C(=N1)N(C(N2)=O)CCC2CCOCC2